5-((2-bromo-5-isopropylpyridin-4-yl)oxy)-N4-isopropyl-pyrimidine-2,4-diamine BrC1=NC=C(C(=C1)OC=1C(=NC(=NC1)N)NC(C)C)C(C)C